FC=1C=C(NC2C(NC(CC2)=O)=O)C=C(C1CC(N1CCNCC1)=O)F 3-[3,5-difluoro-4-(2-oxo-2-piperazin-1-yl-ethyl)anilino]piperidine-2,6-dione